N1(CCCCC1)C=1NC2=CC=CC=C2C1 PIPERIDINYL-INDOLE